di(tert-butyl)peroxide C(C)(C)(C)OOC(C)(C)C